(rac)-1-(4-fluoro-1-(2,2,2-trifluoroethyl)-1H-pyrazol-3-yl)-1-(pyridin-4-yl)ethan-1-ol FC=1C(=NN(C1)CC(F)(F)F)[C@](C)(O)C1=CC=NC=C1 |r|